(S)-5-((4-((2-hydroxy-1-phenylethyl)amino)-5-(5-methyl-1,3,4-oxadiazol-2-yl)pyrimidin-2-yl)amino)-3,3-dimethyl-2-propylisoindolin-1-one OC[C@H](C1=CC=CC=C1)NC1=NC(=NC=C1C=1OC(=NN1)C)NC=1C=C2C(N(C(C2=CC1)=O)CCC)(C)C